OC1=C(C=C(C=C1)N)CC(=O)O (2-hydroxy-5-aminophenyl)acetic acid